4-bromo-1-methyl-1H-pyrrolo[2,3-c]pyridine BrC1=C2C(=CN=C1)N(C=C2)C